C(#N)C1=CC=C(C=C1)N1C(COCC1)=O 4-(4-cyanophenyl)-3-morpholinone